(5aR,5bS,7aS,10aS,10bR,12S,12aS)-2-(4-fluorophenyl)-12-hydroxy-5a,7a-dimethyl-4,5,5a,5b,6,7,7a,9,10,10a,10b,11,12,12a-tetradecahydro-8H-cyclopenta[7,8]phenanthro[2,1-d]thiazol-8-one FC1=CC=C(C=C1)C=1SC2=C(N1)CC[C@@]1([C@H]3CC[C@]4([C@H]([C@@H]3C[C@@H]([C@H]12)O)CCC4=O)C)C